3-(4-(2-((3-(2-carboxy-2-(pyrrolidin-3-yl)ethyl)benzyl)(2-(3-(2-carboxy-2-(pyrrolidin-3-yl)ethyl)phenoxy)ethyl)amino)-2-oxoethyl)thiophen-2-yl)-2-(pyrrolidin-3-yl)propanoic acid C(=O)(O)C(CC=1C=C(CN(C(CC=2C=C(SC2)CC(C(=O)O)C2CNCC2)=O)CCOC2=CC(=CC=C2)CC(C2CNCC2)C(=O)O)C=CC1)C1CNCC1